2-(5-bromo-1,3,4-thiadiazol-2-yl)-N-[(1S,2R)-1-cyano-2-methylcyclopropyl]-4-[4-(2-methylpropanoyl)piperazin-1-yl]indazole-6-sulfonamide BrC1=NN=C(S1)N1N=C2C=C(C=C(C2=C1)N1CCN(CC1)C(C(C)C)=O)S(=O)(=O)N[C@@]1([C@@H](C1)C)C#N